2-iodocosane IC(C)CCCCCCCCCCCCCCCCCC